4-(((5'-chloro-2'-((1-(4-(2,6-dioxopiperidin-3-yl)-3-fluorobenzyl)piperidin-4-yl)amino)-[2,4'-bipyridyl]-6-yl)amino)methyl)tetrahydro-2H-pyran-4-carbonitrile ClC=1C(=CC(=NC1)NC1CCN(CC1)CC1=CC(=C(C=C1)C1C(NC(CC1)=O)=O)F)C1=NC(=CC=C1)NCC1(CCOCC1)C#N